FC(C1=CC=C(C=N1)CCCN1N=CC(=C1)CN)(F)F (1-(3-(6-(trifluoromethyl)pyridin-3-yl)propyl)-1H-pyrazol-4-yl)methylamine